7-cyclobutyl-3-cyclopropyl-11-((2,4-dimethoxybenzyl)amino)-6,7-dihydroisoxazolo[4'',3'':6',7']cyclohepta[1',2':4,5]pyrrolo[2,3-d]pyrimidin-4(5H)-one C1(CCC1)N1C2=C(C3=C1N=CN=C3NCC3=C(C=C(C=C3)OC)OC)C=3C(C(CC2)=O)=C(ON3)C3CC3